ClC=1C=C(C=CC1F)NC1=NC=NC2=CC(=C(C=C12)OCCCN1CCNCC1)OC N-(3-chloro-4-fluorophenyl)-7-methoxy-6-(3-(piperazin-1-yl)propoxy)quinazolin-4-amine